4-[2-(N-phenyl-9H-carbazol-3-yl)-9H-carbazol-9-yl]benzofuro[3,2-d]pyrimidine C1(=CC=CC=C1)N1C2=CC=CC=C2C=2C=C(C=CC12)C1=CC=2N(C3=CC=CC=C3C2C=C1)C=1C2=C(N=CN1)C1=C(O2)C=CC=C1